3-fluorobenzyl-5,6,7,8-tetrahydro-4H-thieno[2,3-d]azepine-3-carbonitrile FC=1C=C(CC2=C(C3=C(CCNCC3)S2)C#N)C=CC1